C(#C)C1=C(SC=C1)CC(=O)C1=CC=CC=C1 2-(3-ethynylthienyl)acetophenone